COC1=CC=C(C=C1)NCC(=O)N 2-(4-methoxyphenyl-amino)acetamide